CN(C(NCCCC(C(=O)O)=O)=N)C 5-(3,3-dimethylguanidino)-2-oxopentanoic acid